C1(=CC=CC=C1)C1(CC1)NC(=O)C=1C=2C[C@H]3[C@@H](C2N(N1)C1=NC=C(C=C1)Cl)C3 (1aS,5aS)-2-(5-Chloro-pyridin-2-yl)-1a,2,5,5a-tetrahydro-1H-2,3-diaza-cyclopropa[a]pentalene-4-carboxylic acid (1-phenyl-cyclopropyl)-amide